O1C=CC2=C1C=CC(=C2)CC(CC)NC 1-(benzofuran-5-yl)-N-methylbutan-2-amine